CO[C@H](CCC(=O)O)OCCOS(=O)(=O)C1=CC=C(C)C=C1.N1=CC=C(C=C1)N1CC(=NC=C1)C1=CC=CC(=N1)C1=NC=CN=C1 4'-(4-pyridyl)-2,6-di(2-pyrazinyl)pyridine (S)-2-methoxy-2-(2-(tosyloxy)ethoxy)ethyl-acetate